(S)-N-(3-(2-((1,5-dimethyl-1H-pyrazol-3-yl)amino)-5-methylpyrimidin-4-yl)-1H-indol-7-yl)-2-(3-((6-(ethylamino)pyrimidin-4-yl)oxy)pyrrolidin-1-yl)acetamide CN1N=C(C=C1C)NC1=NC=C(C(=N1)C1=CNC2=C(C=CC=C12)NC(CN1C[C@H](CC1)OC1=NC=NC(=C1)NCC)=O)C